C(=O)(OC(C)(C)C)NCCCCCCN mono-Bochexylenediamine